C(C)(C)[Si](C#CCC1CCNCC1)(C(C)C)C(C)C 4-(3-(triisopropylsilyl)prop-2-yn-1-yl)piperidine